ClC=1C=C2C(=CC(=NC2=CC1)C(F)(F)F)NC1CCC(CC1)NC(O)=O ((1S,4S)-4-((6-chloro-2-(trifluoromethyl)quinolin-4-yl)amino)cyclohexyl)carbamic acid